C1(=CC=CC2=CC=CC=C12)C#CC#N 3-(1-naphthyl)-2-propynenitrile